C1(CC1)COC1=CC(=C(C=C1)NC(=O)C=1C=CC=2C=C3N([C@@H](CNC3=O)C)C2N1)S(N)(=O)=O (R)-N-(4-(cyclopropylmethoxy)-2-sulfamoylphenyl)-9-methyl-6-oxo-6,7,8,9-tetrahydropyrido[3',2':4,5]pyrrolo[1,2-a]pyrazine-2-carboxamide